2,5-diethoxy-4-p-tolylthiobenzene boron fluoride B(F)(F)F.C(C)OC1=CC=C(C(=C1)SC1=CC=C(C=C1)C)OCC